C12C(CC(CC1)C2)N(C(\C=C\C2=CC=C(C=C2)C)=O)C2=CC=NN2 (E)-N-(bicyclo[2.2.1]hept-2-yl)-N-(1H-pyrazol-5-yl)-3-p-tolyl-acrylamide